(3-((1R,3R)-1-(4-((1-(3-fluoropropyl)azetidin-3-yl)amino)phenyl)-3-methyl-1,3,4,9-tetrahydro-2H-pyrido[3,4-b]indol-2-yl)bicyclo[1.1.1]pentan-1-yl)methanol FCCCN1CC(C1)NC1=CC=C(C=C1)[C@H]1N([C@@H](CC2=C1NC1=CC=CC=C21)C)C21CC(C2)(C1)CO